(3S,4S)-8-[3-(5-chloro-3-methoxyquinoxalin-6-yl)-5-methyl-1H-pyrazolo[3,4-b]pyrazin-6-yl]-3-methyl-2-oxa-8-azaspiro[4.5]decan-4-amine hydrochloride Cl.ClC1=C2N=C(C=NC2=CC=C1C1=NNC2=NC(=C(N=C21)C)N2CCC1([C@@H]([C@@H](OC1)C)N)CC2)OC